N1=NC(=CC=C1)C(=O)N1[C@H](CN(CC1)C1=CC(=CC(=C1C#N)F)CC(C)C)C(F)F 6-((3R)-4-(pyridazine-3-ylcarbonyl)-3-(difluoromethyl)piperazine-1-yl)-2-fluoro-4-isobutylbenzonitrile